methyl 3-(4-(bromomethyl)phenyl)propanoate BrCC1=CC=C(C=C1)CCC(=O)OC